2-(2,4-dihydroxyphenyl)-3,5,7-trihydroxychroman OC1=C(C=CC(=C1)O)C1OC2=CC(=CC(=C2CC1O)O)O